5-[1-(3,5-dichlorophenyl)-3-(3,3-dimethylmorpholine-4-carbonyl)-7-methoxy-benzo[g]indazol-8-yl]pyridine-3-carboxamide ClC=1C=C(C=C(C1)Cl)N1N=C(C2=CC=C3C(=C12)C=C(C(=C3)OC)C=3C=C(C=NC3)C(=O)N)C(=O)N3C(COCC3)(C)C